C1(CC1)C=1C=C(N=NC1C1=C(C=C(C=C1)C#C)O)NC1CNCCC1 3-((5-cyclopropyl-6-(4-ethynyl-2-hydroxyphenyl)pyridazin-3-yl)amino)piperidine